4-(N-(bicyclo[1.1.1]pentan-1-yl)sulfamoyl)-N-(3-cyano-4-fluorophenyl)-1,3,5-trimethyl-1H-pyrrole-2-carboxamide C12(CC(C1)C2)NS(=O)(=O)C=2C(=C(N(C2C)C)C(=O)NC2=CC(=C(C=C2)F)C#N)C